4-(3-(pyridin-4-ylmethyl)ureido)-N-(2-(trifluoromethoxy)benzyl)benzenesulfonamide N1=CC=C(C=C1)CNC(NC1=CC=C(C=C1)S(=O)(=O)NCC1=C(C=CC=C1)OC(F)(F)F)=O